ethyl 4-(6-(difluoromethyl)pyridine-3-carbonyl)-3-methyl-1-(4-methylbenzene-1-sulfonyl)-1H-pyrrole-2-carboxylate FC(C1=CC=C(C=N1)C(=O)C=1C(=C(N(C1)S(=O)(=O)C1=CC=C(C=C1)C)C(=O)OCC)C)F